N-[(S)-1-(4-Chloro-phenyl)-ethyl]-3-[3-(4-fluoro-benzyl)-5-methyl-3H-imidazo[4,5-b]pyridin-2-yl]-propionamide ClC1=CC=C(C=C1)[C@H](C)NC(CCC1=NC=2C(=NC(=CC2)C)N1CC1=CC=C(C=C1)F)=O